eugenyl acetate C(C)(=O)OC1=C(OC)C=C(CC=C)C=C1